N1=C(C=CC=C1)C1(CCC1)CCSCCCC(=O)[O-] 4-((2-(1-(pyridin-2-yl)cyclobutyl)ethyl)thio)butanoate